C1(CC1)C1=CC=C(C=C1)CCCNC=1C2=C(N=C(N1)C(F)(F)F)SC(=C2)C N-(3-(4-cyclopropylphenyl)propyl)-6-methyl-2-(trifluoromethyl)thieno[2,3-d]pyrimidin-4-amine